NC1=CC=C(C=N1)N1C(CN(CC1)CC)=O (6-aminopyridin-3-yl)-4-ethylpiperazin-2-one